C(C)(C)(C)OC(=O)N1C=C(C2=CC=CC=C12)C[C@@H](C(=O)O)NC(=O)OCC1C2=CC=CC=C2C=2C=CC=CC12 (2S)-3-{1-[(tert-butoxy)carbonyl]-1H-indol-3-yl}-2-({[(9H-fluoren-9-yl)methoxy]carbonyl}amino)propanoic acid